BrC=1C=C(N(C1C)C)C#N 4-bromo-1,5-dimethyl-1H-pyrrole-2-carbonitrile